FC(C=1C=C(C=NC1)NC(=O)C1(CC1)NC(OC(C)(C)C)=O)F tert-butyl (1-((5-(difluoromethyl)pyridin-3-yl)carbamoyl)cyclopropyl)carbamate